3-(1-cyclopentyl-1H-benzo[d][1,2,3]triazol-5-yl)-5-(4-(methyl-thio)phenyl)-1,2,4-oxadiazole C1(CCCC1)N1N=NC2=C1C=CC(=C2)C2=NOC(=N2)C2=CC=C(C=C2)SC